2-[(2-aminoethyl)sulfanyl]ethanol NCCSCCO